2-(trifluoromethoxy)-ethan-1-amine FC(OCCN)(F)F